6-(3-isopropyl-5-(1,4-dioxaspiro[4.5]decan-8-yl)-1H-indol-2-yl)-8-methoxy-[1,2,4]triazolo[1,5-a]pyridine C(C)(C)C1=C(NC2=CC=C(C=C12)C1CCC2(OCCO2)CC1)C=1C=C(C=2N(C1)N=CN2)OC